BrC=1N=C(N2C1C(=NC=C2)NCC2=C(C=C(C=C2)OC)OC)[C@]2(CC[C@@H](N(C2)C(=O)OCC2=CC=CC=C2)CN(CC(=O)OC)C(C)C)C (2R,5S)-benzyl 5-(1-bromo-8-((2,4-dimethoxybenzyl)amino)imidazo[1,5-a]pyrazin-3-yl)-2-((isopropyl(2-methoxy-2-oxoethyl)amino)methyl)-5-methylpiperidine-1-carboxylate